C1(CC1)C(=O)C=1N=C2N(N1)CC[C@H]2C2=CC=CC=C2 cyclopropyl-((7S)-7-phenyl-6,7-dihydro-5H-pyrrolo[1,2-b][1,2,4]triazol-2-yl)methanone